[Si](C)(C)(C(C)(C)C)OC(COC1=CC=C(C=C1)B(OC(C)C)OC(C)C)C diisopropyl (4-(2-((t-butyldimethylsilyl)oxy)propoxy) phenyl)boronate